COC(C1=C(C=C(C=C1CCCC)OC(C)=O)CCCC)=O 2,6-dibutyl-4-acetoxybenzoic acid methyl ester